2-benzyl-N-(8-fluoro-2-methyl-3-quinolinyl)-3-(1-methylcyclopropyl)propanamide C(C1=CC=CC=C1)C(C(=O)NC=1C(=NC2=C(C=CC=C2C1)F)C)CC1(CC1)C